C(C1=CC=CC=C1)OC(=O)N1CCC(CC1)OC=1C=C(C=C(C1)F)N1CCN(CC1)C(=O)OC(C)(C)C tert-butyl 4-(3-((1-((benzyloxy)carbonyl)piperidin-4-yl)oxy)-5-fluorophenyl)piperazine-1-carboxylate